1-(tert-butyl)-N-((3-(7-(((3S,4R)-3-fluoro-1-methylpiperidin-4-yl)amino)-3-((E)-prop-1-en-1-yl)pyrazolo[1,5-a]pyridin-2-yl)-1,2,4-oxadiazol-5-yl)methyl)-1H-pyrrole-3-carboxamide C(C)(C)(C)N1C=C(C=C1)C(=O)NCC1=NC(=NO1)C1=NN2C(C=CC=C2N[C@H]2[C@H](CN(CC2)C)F)=C1\C=C\C